(R)-2-(tert-butoxycarbonylamino)-2-phenylacetic acid C(C)(C)(C)OC(=O)N[C@@H](C(=O)O)C1=CC=CC=C1